3,6-di-tert-butyl-9H-carbazol C(C)(C)(C)C=1C=CC=2NC3=CC=C(C=C3C2C1)C(C)(C)C